C1=CC=C(C(=C1)C(=O)NCC(=O)O)I 2'-iodohippuric acid